FC1=CC(=CC=2N(C(=NC21)C)C2CCN(CC2)C)C2=CNC1=NC(=CC=C12)NC(=O)C1CCN(CC1)C N-(3-(4-fluoro-2-methyl-1-(1-methylpiperidin-4-yl)-1H-benzo[d]imidazol-6-yl)-1H-pyrrolo[2,3-b]pyridin-6-yl)-1-methylpiperidine-4-carboxamide